NC1=NC=CC=C1S(=O)(=O)NC(=O)C=1C(=NC(=CC1)C1=C(C=CC=C1)Cl)N1C(C[C@@H](C1)C)(C)C N-[(2-Amino-3-pyridyl)sulfonyl]-6-(2-chlorophenyl)-2-[(4S)-2,2,4-trimethylpyrrolidin-1-yl]pyridin-3-carboxamid